C(C)(C)(C)OC1=NC(=CC(=C1)C1=CC(=NC=C1)NC(C)=O)C=1C(=NC=CC1)C N-[4-[2-tert-butoxy-6-(2-methyl-3-pyridinyl)-4-pyridinyl]-2-pyridinyl]acetamide